FC1(CN(C1)C(CCC(F)F)=O)F 1-(3,3-difluoroazetidin-1-yl)-4,4-difluoro-butan-1-one